5-(trifluoromethoxy)pyridin-2-yl (5R)-5-(1,1-dioxo-1λ6,2-thiazinan-2-yl)-3,3-difluoropiperidine-1-carboxylate O=S1(N(CCCC1)[C@@H]1CC(CN(C1)C(=O)OC1=NC=C(C=C1)OC(F)(F)F)(F)F)=O